3,5-Dimethyl-4-(4,4,5,5-tetramethyl-1,3,2-dioxaborolan-2-yl)-1-{[2-(trimethylsilyl)ethoxy]methyl}-1H-pyrazole CC1=NN(C(=C1B1OC(C(O1)(C)C)(C)C)C)COCC[Si](C)(C)C